6-((S)-2,2,2-Trifluoro-1-(methylamino)ethyl)-N-(4,5,6-trifluoro-2,3-dihydro-1H-inden-2-yl)pyridin-3-amine FC([C@@H](NC)C1=CC=C(C=N1)NC1CC2=CC(=C(C(=C2C1)F)F)F)(F)F